Tetraisopropyl (Dichloromethylene)Bis(Phosphonate) ClC(P(OC(C)C)(OC(C)C)=O)(P(OC(C)C)(OC(C)C)=O)Cl